BrC1=C(C=C2C(=NC(=NC2=C1F)SC)O)C(F)(F)F D-7-bromo-8-fluoro-2-methylsulfanyl-6-(trifluoromethyl)quinazolin-4-ol